CC1(C(C(CC1)=O)C)CC(=O)OCC Ethyl (1,2-dimethyl-3-oxocyclopentyl)acetate